FC1=CC=C(C=C1)N1C(C=C(C(=C1)C1=NN(C=C1)C)CNC(C=C)=O)=O N-((1-(4-fluorophenyl)-5-(1-methyl-1H-pyrazol-3-yl)-2-oxo-1,2-dihydropyridin-4-yl)methyl)acrylamide